C(CCCC)OC(=S)[S-].[Zn+2].C(CCCC)OC(=S)[S-] zinc pentylxanthate